CN(C(CCCN1N=C(C=C(C1=O)C(=O)C1=C(CCCC1=O)O)C)=O)C.[Na] sodium [2-[4-(dimethylamino)-4-oxo-butyl]-6-methyl-3-oxo-pyridazine-4-carbonyl]-3-oxo-cyclohexen-1-ol